FC1=C(C=CC=C1)C1=CC(=CN1S(=O)(=O)C=1C=NC=CC1)C=O 5-(2-fluorophenyl)-1-(pyridin-3-ylsulfonyl)-1H-pyrrole-3-carbaldehyde